C1(CC1)N1CCN(CC1)C1=C(C=C(C(=C1)OC)NC1=NC=NC(=C1)N1OCC[C@@H]1C1=CC(=CC=C1)C#C)NC(C=C)=O N-(2-(4-cyclopropylpiperazine-1-yl)-5-((6-((R)-3-(3-ethynylphenyl)isoxazolidine-2-yl)pyrimidine-4-yl)amino)-4-methoxyphenyl)acrylamide